CC(CCCCC)CCCCCCCCCCCCCCCCCCCCCC 6-Methyloctacosane